C(#N)C1=C(C=C(C2=C1OCCCO2)C(=O)OC)F methyl 9-cyano-8-fluoro-3,4-dihydro-2H-benzo[b][1,4]dioxepin-6-carboxylate